Radium chlorid [Cl-].[Ra+2].[Cl-]